10b-hydroxy-9-((4-(((S)-2-hydroxy-1-phenylethyl)amino)-5-(3-(quinuclidin-4-yl)-1,2,4-oxadiazol-5-yl)pyridin-2-yl)amino)-1,3,4,10b-tetrahydro-6H-[1,4]oxazino[3,4-a]isoindol-6-one OC12N(C(C3=CC=C(C=C13)NC1=NC=C(C(=C1)N[C@H](CO)C1=CC=CC=C1)C1=NC(=NO1)C13CCN(CC1)CC3)=O)CCOC2